NC=1C=C(C(=NC1)C(=O)N(C)CC)C(F)F 5-amino-3-(difluoromethyl)-N-ethyl-N-methylpyridinamide